tert-butyl (1R,5S)-3-(2-hydroxyethoxy)-8-azabicyclo[3.2.1]octane-8-carboxylate OCCOC1C[C@H]2CC[C@@H](C1)N2C(=O)OC(C)(C)C